N1[C@@H](CC1)C(=O)C1C(C2=CC=C(C=C2C1=O)C(=O)C=1C=C2C(C(C(C2=CC1)=O)C(=O)[C@H]1NCC1)=O)=O 2-[(2S)-azetidine-2-carbonyl]-5-{2-[(2S)-azetidine-2-carbonyl]-1,3-dioxo-2,3-dihydro-1H-indene-5-carbonyl}-2,3-dihydro-1H-indene-1,3-dione